CC1(NC(CC(C1)=O)(C)C)C 2,2,6,6-tetramethylpiperidin-4-one